Tert-butyl(4-(4,4,5,5-tetramethyl-1,3,2-dioxaborolane-2-yl)-5-((triisopropylsilyl) ethynyl) naphthalen-2-yl) carbamate C(N)(OC1=C(C2=CC=CC(=C2C(=C1)B1OC(C(O1)(C)C)(C)C)C#C[Si](C(C)C)(C(C)C)C(C)C)C(C)(C)C)=O